CCCCCCC(C)=O Octane-7-one